2-octyl crotonate C(\C=C\C)(=O)OC(C)CCCCCC